[Cl-].C[N+]1(CC2CC(C1)C2)C dimethyl-3,5-methylenepiperidinium chloride